benzyl-CoA C(C1=CC=CC=C1)(=O)SCCNC(CCNC([C@@H](C(COP(OP(OC[C@@H]1[C@H]([C@H]([C@@H](O1)N1C=NC=2C(N)=NC=NC12)O)OP(=O)(O)O)(=O)O)(=O)O)(C)C)O)=O)=O